cis-tert-butyl (3aR,6aS)-5-oxohexahydrocyclopenta[c]pyrrole-2(1H)-carboxylate O=C1C[C@@H]2[C@@H](CN(C2)C(=O)OC(C)(C)C)C1